ClC1=NC=C(C=C1C1=C2CCN(C(C2=CC(=C1)CCN(C)CC)=O)CC1=NC=C(C#N)C(=C1)OCC)C 6-((5-(2-chloro-5-methylpyridin-3-yl)-7-(2-(ethyl(methyl)amino)ethyl)-1-oxo-3,4-dihydroisoquinolin-2(1H)-yl)methyl)-4-ethoxynicotinonitrile